FC(CN1N=C2N(CCN(C2)C2=CC=CC3=CC(=CC=C23)C(=O)N2CCCCC2)C1=O)F 2-(2,2-difluoroethyl)-7-(6-(piperidine-1-carbonyl)naphthalen-1-yl)-5,6,7,8-tetrahydro-[1,2,4]triazolo[4,3-a]pyrazin-3(2H)-one